N1(C[C@H](CC1)C(C(F)(F)F)NC1=CC=C(C=C1)C1=CC2=C(N=CN=C2N2CCOCC2)N1)C1CNCC1 N-(1-((3S)-[1,3'-bipyrrolidin]-3-yl)-2,2,2-trifluoroethyl)-4-(4-morpholino-7H-pyrrolo[2,3-d]pyrimidin-6-yl)aniline